4-(tert-butoxy)-2-(ethylthio)-8-fluoro-7-(7-fluoro-3-(methoxymethoxy)-8-((triisopropylsilyl)ethynyl)naphthalen-1-yl)pyrido[4,3-d]pyrimidine C(C)(C)(C)OC=1C2=C(N=C(N1)SCC)C(=C(N=C2)C2=CC(=CC1=CC=C(C(=C21)C#C[Si](C(C)C)(C(C)C)C(C)C)F)OCOC)F